2,3-Dihydroxybutanedioic acid, sodium salt [Na+].OC(C(=O)[O-])C(C(=O)[O-])O.[Na+]